C(C)C1=C(C=CC(=N1)N)C=1C=CC=C2CCCNC12 6-ethyl-5-(1,2,3,4-tetrahydroquinolin-8-yl)pyridin-2-amine